N-Boc-5-amino-1-pentanol C(=O)(OC(C)(C)C)NCCCCCO